tert-butyl 2-(cyclopent-1-en-1-yl)-4-(2-fluorophenyl)-nicotinate C1(=CCCC1)C1=C(C(=O)OC(C)(C)C)C(=CC=N1)C1=C(C=CC=C1)F